2,2-dipropyl-1-pentanamine C(CC)C(CN)(CCC)CCC